2-(4-methylpiperazin-1-yl)-N-phenethyl-2-(pyridin-3-yl)acetamide CN1CCN(CC1)C(C(=O)NCCC1=CC=CC=C1)C=1C=NC=CC1